{1-[(S)-4-(2,3-Dihydro-[1,4]dioxino[2,3-b]pyridin-3-yl)-benzyl]-piperidin-4-yl}-(3-hydroxy-azetidin-1-yl)-methanone O1C[C@@H](OC2=NC=CC=C21)C2=CC=C(CN1CCC(CC1)C(=O)N1CC(C1)O)C=C2